tert-butyl 4-(2-(((1r,4r)-4-aminocyclohexyl)oxy)ethyl)-3,3-difluoropiperidine-1-carboxylate NC1CCC(CC1)OCCC1C(CN(CC1)C(=O)OC(C)(C)C)(F)F